3,3'-dichloro-4,4'-biphenyl bis(N,N-dimethylsulfamate) CN(S(O)(=O)=O)C.CN(S(O)(=O)=O)C.ClC=1C=CC=CC1C1=C(C=CC=C1)Cl